3-fluoro-5,6,7,8-tetrahydronaphthalene-1-carbonitrile FC=1C=C(C=2CCCCC2C1)C#N